FC1=C(C=C(C(=O)Cl)C=C1)C(F)(F)F 4-fluoro-3-trifluoromethyl-benzoyl chloride